N-({(1r,4r)-4-[6-(5,6-dihydro-4H-pyrrolo[1,2-b]pyrazol-3-yl)-2H-indazol-2-yl]cyclohexyl}methyl)-3,5-difluoro-4-hydroxybenzamide N=1N2C(=C(C1)C=1C=CC3=CN(N=C3C1)C1CCC(CC1)CNC(C1=CC(=C(C(=C1)F)O)F)=O)CCC2